1-[2-(prop-2-yloxy)-1,3-oxazol-5-yl]ethan-1-one (+/-)-isopropyl-(1S,3S)-3-(4-(5-(((cyclopentyl(methyl)carbamoyl)oxy)methyl)oxazol-4-yl)-2-fluorophenoxy)cyclohexane-1-carboxylate C(C)(C)OC(=O)[C@@H]1C[C@H](CCC1)OC1=C(C=C(C=C1)C=1N=COC1COC(N(C)C1CCCC1)=O)F.CC(C)OC=1OC(=CN1)C(C)=O |r|